rac-(1R,2S)-N-(3-aminobicyclo[1.1.1]pentan-1-yl)-2-[(trifluoromethoxy)methyl]cyclopropane-1-carboxamide NC12CC(C1)(C2)NC(=O)[C@H]2[C@H](C2)COC(F)(F)F |r|